3,5-diaminostyrene NC=1C=C(C=C)C=C(C1)N